BrC=1C=CC2=C(NC(OC2=O)=O)C1F 7-bromo-8-fluoro-2H-benzo[d][1,3]oxazine-2,4(1H)-dione